1-{1-[(2S)-4-[(tert-butyldimethylsilyl)oxy]butan-2-yl]-6-chloropyrazolo[4,3-c]pyridin-3-yl}-4-(piperidin-1-ylmethyl)pyrrolidin-2-one [Si](C)(C)(C(C)(C)C)OCC[C@H](C)N1N=C(C=2C=NC(=CC21)Cl)N2C(CC(C2)CN2CCCCC2)=O